C(C=C)(=O)N1CC2(C1)CC(C2)N2N=NC(=C2)C=2C=CC(=NC2)NC(C2=NC(=CC=C2)C2=C(C=NN2)Cl)=O N-(5-(1-(2-acryloyl-2-azaspiro[3.3]heptan-6-yl)-1H-1,2,3-triazol-4-yl)pyridin-2-yl)-6-(4-chloro-1H-pyrazol-5-yl)picolinamide